NC=1SC(=CN1)CC[C@@H]1[C@H](N(C1=O)[Si](C)(C)C(C)(C)C)C(=O)OCC1=CC=CC=C1 benzyl (2S,3R)-3-[2-(2-amino-1,3-thiazol-5-yl)ethyl]-1-[tert-butyl(dimethyl)silyl]-4-oxoazetidine-2-carboxylate